N-methyl-N-dodecylanilinium tetra(pentafluorophenyl)borate FC1=C(C(=C(C(=C1[B-](C1=C(C(=C(C(=C1F)F)F)F)F)(C1=C(C(=C(C(=C1F)F)F)F)F)C1=C(C(=C(C(=C1F)F)F)F)F)F)F)F)F.C[NH+](C1=CC=CC=C1)CCCCCCCCCCCC